[N+](=O)([O-])C=1C=C(C=C(C#N)C1)[N+](=O)[O-] 5-nitro-3-nitro-benzonitrile